(S)-3-((1-(2-((3-(2-((1,5-dimethyl-1H-pyrazol-3-yl)amino)-5-methylpyrimidin-4-yl)-1H-indol-7-yl)amino)-2-oxoethyl)pyrrolidin-3-yl)oxy)-N-methylisoxazole-5-carboxamide CN1N=C(C=C1C)NC1=NC=C(C(=N1)C1=CNC2=C(C=CC=C12)NC(CN1C[C@H](CC1)OC1=NOC(=C1)C(=O)NC)=O)C